(S)-2-((tert-butoxycarbonyl) amino)-4-methylpent-4-enoate C(C)(C)(C)OC(=O)N[C@H](C(=O)[O-])CC(=C)C